CN(C)CC1=C(CNC=2C=NC=CC2)C=CC=C1 3-({2-[(dimethylamino)methyl]benzyl}amino)pyridine